Cl.N[C@@H]1C[C@H](CCC1)O |r| (±)-trans-3-aminocyclohexanol hydrochloride